ClC=1C(=C(C=CC1)N1CCC(CC1)CCN1N=C(C=2CCCCC12)C(=O)N1CCC(CC1)NC(C)=O)C N-[1-[1-[2-[1-(3-Chloro-2-methylphenyl)-4-piperidyl]ethyl]-4,5,6,7-tetrahydroindazol-3-carbonyl]-4-piperidyl]acetamid